N1C=CC=2C1=NC=C(C2)OC2=C(C(=O)OC)C=CC(=C2)N2CCC1(CC(C1)N1C(CN(CC1)C(C)C)C1=C(C=CC=C1)C(C)C)CC2 methyl 2-((1H-pyrrolo[2,3-b]pyridin-5-yl)oxy)-4-(2-(4-isopropyl-2-(2-isopropylphenyl)piperazin-1-yl)-7-azaspiro[3.5]nonan-7-yl)benzoate